[F-].[F-].[F-].[F-].C(C)(C)(C)P(C(C)(C)C)C(C)(C)C tri-t-butylphosphine tetrafluoride